9-(((2S,3S)-3-ethyl-4,4-difluoro-5-oxopyrrolidin-2-yl)methoxy)imidazo[1,2-a]quinoline C(C)[C@H]1[C@H](NC(C1(F)F)=O)COC=1C=CC=C2C=CC=3N(C12)C=CN3